N-[3-chloro-4-(2,2-difluoroethoxy)-2-fluoro-phenyl]-6-[(3S)-pyrrolidin-3-yl]oxy-pyrido[3,2-d]pyrimidin-4-amine ClC=1C(=C(C=CC1OCC(F)F)NC=1C2=C(N=CN1)C=CC(=N2)O[C@@H]2CNCC2)F